C(C)(=O)O.C(C)(=O)O.C(C)(=O)O.C(C)(=O)O.C(C)(=O)O.N(=C=S)C1(CNCC(NCCN)C)CC=CC=C1 1-isothiocyanatobenzyl 3-methyldiethylenetriamine pentaacetate